FC1=C2C=CN(C2=C(C=C1)C)C1=CC(=CC=C1)C1CCN2C(CCC2C1)=O 4-fluoro-7-methyl-N-(3-(3-oxooctahydroindolizin-7-yl)phenyl)-1H-indole